8-(5-bromo-1-((2-(trimethylsilyl)ethoxy)methyl)-1H-pyrrolo[2,3-b]pyridin-4-yl)-1-oxa-3,8-diazaspiro[4.5]decan-2-one BrC=1C(=C2C(=NC1)N(C=C2)COCC[Si](C)(C)C)N2CCC1(CNC(O1)=O)CC2